C(C)(=O)OC=1C=C(NC(CC(=O)C)=O)C=CC1 3'-acetoxyacetoacetanilide